NC1=NC=CC=C1C1=NC=2C(=NC(=CC2)C2=CCCCC2)N1C1=CC=C(CN2CCN(CC2)C(=O)C=2C=CC(=C(C=O)C2)O)C=C1 5-(4-(4-(2-(2-Aminopyridin-3-yl)-5-(cyclohex-1-en-1-yl)-3H-imidazo[4,5-b]pyridin-3-yl)benzyl)piperazine-1-carbonyl)-2-hydroxybenzaldehyde